(S)-N-(4-amino-4-oxo-1-phenylbutyl)-7-(pyridin-4-yl)-5-(4-(trifluoromethyl)phenyl)-3,4-dihydroisoquinoline-2(1H)-carboxamide NC(CC[C@@H](C1=CC=CC=C1)NC(=O)N1CC2=CC(=CC(=C2CC1)C1=CC=C(C=C1)C(F)(F)F)C1=CC=NC=C1)=O